N-[5-[(2-cyclopropylpyrimidin-5-yl)carbamoyl]-4-fluoro-2-methylphenyl]-2-methyl-1,3-thiazole-5-carboxamide C1(CC1)C1=NC=C(C=N1)NC(=O)C=1C(=CC(=C(C1)NC(=O)C1=CN=C(S1)C)C)F